(3,6-di(piperidin-1-yl)-9H-xanthen-9-ylidene)methyl benzoate C(C1=CC=CC=C1)(=O)OC=C1C2=CC=C(C=C2OC=2C=C(C=CC12)N1CCCCC1)N1CCCCC1